3-(6-hydroxypyridazin-4-yl)-2-(4-(4-methyl-4H-1,2,4-triazol-3-yl)piperidin-1-yl)benzonitrile OC1=CC(=CN=N1)C=1C(=C(C#N)C=CC1)N1CCC(CC1)C1=NN=CN1C